C(C(C)C)C1=C(N=C(S1)NC1=C(C(=O)OC)C=C(C=N1)C=1SC=CC1)C1=CC(=C(C=C1)C(F)(F)F)OCCOC methyl 2-((5-isobutyl-4-(3-(2-methoxyethoxy)-4-(trifluoromethyl)phenyl)thiazol-2-yl)amino)-5-(thiophen-2-yl)nicotinate